FC(N1N=C(C=C1)C=1C(=CC(=NC1)NC1=NC(=NC=C1)C=1C=NN(C1)S(=O)(=O)N(C)C)NC1CCC(CC1)(C)O)F 4-(4-((5-(1-(Difluoromethyl)-1H-pyrazol-3-yl)-4-(((1s,4s)-4-hydroxy-4-methylcyclohexyl)amino)pyridin-2-yl)amino)pyrimidin-2-yl)-N,N-dimethyl-1H-pyrazole-1-sulfonamide